2-(3-(2-(2,6-Dimethylpyridin-4-yl)-3-isopropyl-1H-indol-5-yl)piperidin-1-yl)-N,N-dimethylacetamid CC1=NC(=CC(=C1)C=1NC2=CC=C(C=C2C1C(C)C)C1CN(CCC1)CC(=O)N(C)C)C